Difluorodibenzochroman FC1(OC2=C3C(=C4C(=C2CC1)C=CC=C4)C=CC=C3)F